CCC(CC[C@@H](C)[C@H]1CC[C@@H]2[C@@]1(CC[C@H]3[C@H]2CC[C@H]4[C@@]3(CC[C@@H](C4)O)C)C)C(C)C The molecule is a member of the class of phytosterols that is coprostanol carrying an additional ethyl substituent at position 24. It has a role as a plant metabolite. It is a 3-hydroxy steroid and a member of phytosterols. It derives from a coprostanol.